C(CC#C)OCCCN 3-But-3-ynoxypropan-1-amine